COC(=O)C1=NNC(=C1)C1=C(C=CC=C1OC)OC 5-(2,6-dimethoxy-phenyl)-1H-pyrazole-3-carboxylic acid methyl ester